(S)-9-(2-chloro-4-(2,3-Difluoro-6-methoxyphenoxy)benzoyl)-2-(methoxymethyl)-2-methyl-1,2,4,7-tetrahydro-3H-pyrrolo[3',2':5,6]pyrido[3,4-b]pyrazin-3-one ClC1=C(C(=O)C2=CNC3=C2C2=C(NC([C@](N2)(C)COC)=O)C=N3)C=CC(=C1)OC1=C(C(=CC=C1OC)F)F